ClC=1C(=NC(=NC1)N1[C@H](CNCC1)C)N1CC(C1)C(=O)N(C(C)(C)C1=CN=C2N1C=CC=C2)CC (S)-1-(5-chloro-2-(2-methylpiperazin-1-yl)pyrimidin-4-yl)-N-ethyl-N-(2-(imidazo[1,2-a]pyridin-3-yl)propan-2-yl)azetidine-3-carboxamide